tert-butyl 4-((7-amino-6-cyano-2H-indazol-2-yl)-methyl)-5-methoxy-7-methyl-1H-indole-1-carboxylate NC1=C(C=CC2=CN(N=C12)CC1=C2C=CN(C2=C(C=C1OC)C)C(=O)OC(C)(C)C)C#N